(4-{9-[(3S)-3-Aminopyrrolidin-1-yl]-5,6,7,8-tetrahydroacridin-2-yl}pyridin-2-yl)cyclopropanecarboxamide hydrochloride Cl.N[C@@H]1CN(CC1)C=1C=2CCCCC2N=C2C=CC(=CC12)C1=CC(=NC=C1)C1(CC1)C(=O)N